ClC1=C(C=CC=C1F)C1=C(C2=C(N=C(N=C2)NC2=CC(=C(C=C2)N2CCN(CC2)C)Cl)N(C1=O)C1CCC(CC1)NC(CC)=O)C N-((1S,4S)-4-(6-(2-chloro-3-fluorophenyl)-2-((3-chloro-4-(4-methylpiperazin-1-yl)phenyl)amino)-5-methyl-7-oxopyrido[2,3-d]pyrimidin-8(7H)-yl)cyclohexyl)propanamide